C(C)(=O)OC1=CC=C(C=C1)C acetic acid, (4-methylphenyl) ester